CC1=C(C(=CC=C1)C1=CC=CC=C1)C(=O)NC1=CC2=C(NC(N2)=O)C=C1 Methyl-N-(2-oxo-2,3-dihydro-1H-benzo[d]imidazol-5-yl)-[1,1'-biphenyl]-2-carboxamide